N,N,7-trimethyl-5,6,7,8-tetrahydropyrazolo[4,3-c]azepine-2(4H)-carboxamide CN(C(=O)N1N=C2C(CNCC(C2)C)=C1)C